C1=CC(=C(C=2C(=CC=CC12)C(=O)O)C(=O)O)C(=O)O 3,4,5-naphthalenetricarboxylic acid